N-(3-trimethoxysilylpropyl)benzotriazole-1-carboxamide CO[Si](CCCNC(=O)N1N=NC2=C1C=CC=C2)(OC)OC